BrC=1C=CC=2N(C1)N=NC2C(=O)NC=2C=C(C=NC2C)NC(OC(C)(C)C)=O tert-Butyl (5-(6-bromo-[1,2,3]triazolo[1,5-a]pyridine-3-carboxamido)-6-methylpyridin-3-yl)carbamate